6-(3-((benzyloxy)methyl)-4-ethyl-5-oxo-4,5-dihydro-1H-1,2,4-triazol-1-yl)-7-fluoro-4-isopropyl-2-(2-methylcyclopentyl)isoquinolin-1(2H)-one C(C1=CC=CC=C1)OCC1=NN(C(N1CC)=O)C=1C=C2C(=CN(C(C2=CC1F)=O)C1C(CCC1)C)C(C)C